FC(C1(CC1)C#CC1=C2CCCN(C2=CC=C1)C1=NC=2N(C3=CC=CC=C13)C=NN2)(F)F 5-[5-[2-[1-(trifluoromethyl)cyclopropyl]ethynyl]-3,4-dihydro-2H-quinolin-1-yl]-[1,2,4]triazolo[4,3-a]quinazoline